COC1=CC=C(CNCC2=CC(=NC=C2)C=2C=C3CN(C(C3=CC2)=O)C2C(NC(CC2)=O)=O)C=C1 3-(5-(4-(((4-methoxybenzyl)amino)methyl)pyridin-2-yl)-1-oxoisoindolin-2-yl)piperidine-2,6-dione